6-(6-chloro-3-(1-((1-fluorocyclopentyl)methyl)-1H-pyrazol-4-yl)-5-methylpyridin-2-yl)-3-methyl-3H-imidazo[4,5-b]pyridine ClC1=C(C=C(C(=N1)C=1C=C2C(=NC1)N(C=N2)C)C=2C=NN(C2)CC2(CCCC2)F)C